ClC=1C=C2C(C(N(C2=CC1)C)=O)(CC(=O)C1=CC=CC2=CC=CC=C12)O 5-chloro-3-hydroxy-1-methyl-3-(2-(naphthalen-1-yl)-2-oxoethyl)indolin-2-one